OC1=C(C=C(C=C1)C1(OC(C2=CC=CC=C12)=O)C1=CC(=C(C=C1)O)CC)CC 3,3-bis-(4-hydroxy-3-ethylphenyl)-1(3H)-isobenzofuranone